C1(=CC=CC2=CC=CC=C12)N(C1=CC=CC=C1)C1=CC=C(C=C1)C1=CC=C(C=C1)N(C1=CC=CC2=CC=CC=C12)C1=CC=CC=C1 bis[N-(1-naphthyl)-N-phenylamino]biphenyl